FC=1C=CC=2C3=C(NC(C2C1)=O)N=NN3C 7-fluoro-1-methyl-1,4-dihydro-5H-[1,2,3]triazolo[4,5-c]isoquinolin-5-one